3-(allyloxy)-1,2-propylene glycol C(C=C)OCC(CO)O